C(C1=CC=CC=C1)[C@@H]1N(C(OC1)=O)C([C@@H](CC=1C=C2C(=NN(C2=CC1)COCC[Si](C)(C)C)Br)[C@@H]1CN(CC1)C(=O)OC(C)(C)C)=O tert-butyl (R)-3-((S)-1-((S)-4-benzyl-2-oxooxazolidin-3-yl)-3-(3-bromo-1-((2-(trimethylsilyl)ethoxy)methyl)-1H-indazol-5-yl)-1-oxopropan-2-yl)pyrrolidine-1-carboxylate